NO Hydroxylamine